furylPyrrole O1C(=CC=C1)C=1NC=CC1